BrC=1C=CC=2N(N1)N=C(N2)NC(=O)C2(CCOCC2)F N-(6-bromo-[1,2,4]triazolo[1,5-b]pyridazin-2-yl)-4-fluorooxane-4-carboxamide